C1=CC=CC=2C3=CC=CC=C3C(C12)COC(=O)NCC(=O)NCC(=O)NCC(=O)NCC(=O)NCC(=O)O (((9H-fluoren-9-yl)methoxy)carbonyl)glycylglycylglycylglycyl-glycine